C(C)[C@@]12[C@H]([C@@H]3CC[C@H]4[C@@H]([C@H]3CC1)CC[C@@](CC4)(C)O)CC[C@@H]2C(CN2N=CC(=C2)C#N)=O 1-(2-((1S,3aS,3bR,5aR,8S,10aS,10bR,12aS)-12a-ethyl-8-hydroxy-8-methyloctadecahydrocyclohepta[a]cyclopenta[f]naphthalen-1-yl)-2-oxoethyl)-1H-pyrazole-4-carbonitrile